((R)-1-((R)-2-(2,5-dichlorobenzoyl-amino)-3-(methylthio)propanamido)-3-methyl-butyl)boric acid ClC1=C(C(=O)N[C@H](C(=O)N[C@@H](CC(C)C)OB(O)O)CSC)C=C(C=C1)Cl